{[1-(2,3-dihydro-1-benzofuran-4-sulfonyl)-5-(2-fluorophenyl)-1H-pyrrol-3-yl]methyl}(methyl)amine hydrochloride Cl.O1CCC=2C1=CC=CC2S(=O)(=O)N2C=C(C=C2C2=C(C=CC=C2)F)CNC